ClC1=CC=C(C=C1)C=1C=C(C(N(N1)C=1C=NN(C1)C)=O)C(=O)NC1(CCN(CC1)S(=O)(=O)C1CC1)CO 6-(4-chlorophenyl)-N-(1-(cyclopropylsulfonyl)-4-(hydroxymethyl)piperidin-4-yl)-2-(1-methyl-1H-pyrazol-4-yl)-3-oxo-2,3-dihydropyridazine-4-carboxamide